C\C(=C/COC(CCC)=O)\CCC=C(C)C butanoic acid-(E)-3,7-dimethyl-2,6-octadienyl ester